Natrium bis(trifluoromethylsulfonyl)amid FC(S(=O)(=O)[N-]S(=O)(=O)C(F)(F)F)(F)F.[Na+]